BrC=1C(=C(OCC2=C(C=C(C#N)C=C2)F)C(=CC1)F)F 4-[(3-Bromo-2,6-difluoro-phenoxy)methyl]-3-fluoro-benzonitrile